FC1(CCC(CC1)N[C@@H]1[C@H](C[C@H](CC1)F)CC=1C=C2CN(C(C2=CC1)=O)C1C(NC(CC1)=O)=O)F 3-(5-(((1S,2S,5S)-2-((4,4-difluorocyclohexyl)amino)-5-fluorocyclohexyl)methyl)-1-oxoisoindolin-2-yl)piperidine-2,6-dione